1-((1R,2S)-2-((2-(2,6-dioxopiperidin-3-yl)-1-oxoisoindolin-5-yl)oxy)cyclopentyl)-4-methylpiperidine-4-carbonitrile O=C1NC(CCC1N1C(C2=CC=C(C=C2C1)O[C@@H]1[C@@H](CCC1)N1CCC(CC1)(C#N)C)=O)=O